COC(CCC=1N=NC(=CC1N)C1=C(C=CC(=C1)Cl)F)=O 3-(4-amino-6-(5-chloro-2-fluorophenyl)pyridazin-3-yl)propionic acid methyl ester